3,4-dimethylpiperazine-2,5-dione CC1C(NCC(N1C)=O)=O